Methyl 4-(butylamino)-2-chloro-6-methylpyrimidine-5-carboxylate C(CCC)NC1=NC(=NC(=C1C(=O)OC)C)Cl